C(C)(C)(C)OC(NC1CCC2=C(C(=CS2)C)C1)=O.BrC(CC)Cl bromo(chloro)propane tert-butyl-N-(3-methyl-4,5,6,7-tetrahydrobenzothiophen-5-yl)carbamate